C(C)(SC1CNC1)=O S-(azetidin-3-yl) ethanethioate